5-bromo-1-(1-methylpyrazol-4-yl)-6-oxo-pyridine-3-carboxylic acid BrC1=CC(=CN(C1=O)C=1C=NN(C1)C)C(=O)O